NC1CCC(CC1)C=1C=C(C=2N(C1)C=NC2)C2=C(C(=O)N(C(C)C)CC)C=C(C=C2)F 2-[6-(4-aminocyclohexyl)imidazo[1,5-a]pyridin-8-yl]-N-ethyl-5-fluoro-N-isopropylbenzamide